2-aminoethane-1-thiolate hydrochloride Cl.NCC[S-]